2-(4-(4-Chloro-2-(4-methyl-4H-1,2,4-triazol-3-yl)phenyl)pyridin-2-yl)-7-(trifluoromethyl)benzo[d]oxazole-5-carbaldehyde ClC1=CC(=C(C=C1)C1=CC(=NC=C1)C=1OC2=C(N1)C=C(C=C2C(F)(F)F)C=O)C2=NN=CN2C